(pyrazine-2-carbonyl)-D-tryptophan N1=C(C=NC=C1)C(=O)N[C@H](CC1=CNC2=CC=CC=C12)C(=O)O